ClC1=CC=C(C(=N1)C(=O)NS(=O)(=O)C)N[C@H](C)C=1C=C(C=C2C(N(C(=NC12)N1C[C@@H]2C([C@@H]2C1)C=1C=NN(C1)C)C)=O)C 6-chloro-3-(((R)-1-(3,6-dimethyl-2-((1R,5S,6S)-6-(1-methyl-1H-pyrazol-4-yl)-3-azabicyclo[3.1.0]hexan-3-yl)-4-oxo-3,4-dihydroquinazolin-8-yl)ethyl)amino)-N-(methylsulfonyl)picolinamide